benzyl (R)-4-(N-(4-(3,6-dihydro-2H-pyran-4-yl)benzyl)-1-((perfluorophenyl)sulfonyl)pyrrolidine-2-carboxamido)-3-fluorobenzoate O1CCC(=CC1)C1=CC=C(CN(C(=O)[C@@H]2N(CCC2)S(=O)(=O)C2=C(C(=C(C(=C2F)F)F)F)F)C2=C(C=C(C(=O)OCC3=CC=CC=C3)C=C2)F)C=C1